(S)-N-(2,4-difluorobenzyl)-5-fluoro-8-oxo-5,6,7,8-tetrahydro-quinoline-5-carboxamide FC1=C(CNC(=O)[C@]2(C=3C=CC=NC3C(CC2)=O)F)C=CC(=C1)F